6-chloro-iodopurine ClC1=C2NC=NC2=NC(=N1)I